FC=1C=C(C=C2NC(C=3N(C12)N=CC3)=O)CN3CC(C(=CC3)C=3C=NC(=CC3)C(=O)NC)C 1'-((9-fluoro-4-oxo-4,5-dihydropyrazolo[1,5-a]quinoxalin-7-yl)methyl)-N,3'-dimethyl-1',2',3',6'-tetrahydro-[3,4'-bipyridine]-6-carboxamide